CN(C)CC=1N(C=CN1)C ((dimethylamino)methyl)-1-methyl-1H-imidazol